NC1=CSC2=C1C(N(CC2)CC)=O 3-Amino-5-ethyl-6,7-dihydrothieno[3,2-c]pyridin-4(5H)-one